BrCCCOC1=CC=C(C=C1)C(C=CC=1OC=CC1)=O 1-(4-(3-bromopropyloxy)phenyl)-3-(2-furyl)-2-propen-1-one